2,2-diethyl-6-(3-(4-methoxyphenyl)-1,2,4-oxadiazol-5-yl)chroman-4-one C(C)C1(OC2=CC=C(C=C2C(C1)=O)C1=NC(=NO1)C1=CC=C(C=C1)OC)CC